CC(CNC(=O)C=1N=NN(C1)CCCCC=1N=NC(=CC1)NC(CC1=CC=CC=C1)=O)C N-(2-methylpropyl)-1-{4-[6-(2-phenylacetamido)pyridazin-3-yl]butyl}-1H-1,2,3-triazole-4-carboxamide